methyl (R)-5-(2-((1-(tert-butoxycarbonyl)piperidin-3-yl)amino)-4-methoxynicotinamido)-2-methoxyisonicotinate C(C)(C)(C)OC(=O)N1C[C@@H](CCC1)NC1=C(C(=O)NC2=CN=C(C=C2C(=O)OC)OC)C(=CC=N1)OC